NC1=NN2C(C=C(C=C2)C=2C=C(C(=NC2C)OC)C(=O)NCC2=CC(=CC=C2)OC(F)F)=N1 5-{2-amino-[1,2,4]triazolo[1,5-a]pyridin-7-yl}-N-{[3-(difluoromethoxy)phenyl]methyl}-2-methoxy-6-methylpyridine-3-carboxamide